CC/C=C\\C[C@@H](/C=C/[C@@H]1[C@H]([C@H](CC1=O)O)C/C=C\\CCCC(=O)[O-])O The molecule is a prostaglandin carboxylic acid anion that is the conjugate base of prostaglandin D3, obtained by deprotonation of the carboxy group; major species at pH 7.3. It is a conjugate base of a prostaglandin D3.